benzyl (S)-4-(1-(1-(tert-butoxycarbonyl)piperidin-4-yl)ethyl)piperazine-1-carboxylate C(C)(C)(C)OC(=O)N1CCC(CC1)[C@H](C)N1CCN(CC1)C(=O)OCC1=CC=CC=C1